Ethyl 3-((3-bromo-4-fluorophenyl)amino)-2-(2-chloro-6-fluorophenyl)acrylate BrC=1C=C(C=CC1F)NC=C(C(=O)OCC)C1=C(C=CC=C1F)Cl